CC=1C=NC2=CC=CC=C2C1NC1=CC=C(C=C1)CC(=O)N(C1=NC=CC=C1)C1=NC=CC=C1 2-(4-((3-methylquinolin-4-yl)amino)phenyl)-N,N-bis(pyridin-2-yl)acetamide